FC1(CN(C1)CC[C@@H](C(=O)O)N(C)C(=O)OCC1C2=CC=CC=C2C=2C=CC=CC12)F (2S)-4-(3,3-difluoroazetidin-1-yl)-2-[9H-fluoren-9-ylmethoxycarbonyl(methyl)amino]butanoic acid